C1(=CC=CC=C1)P(C1=CC=C2C=CC3=CC=CC4=CC=C1C2=C34)C3=CC=C4C=CC2=CC=CC1=CC=C3C4=C21 phenyl-bis(1-pyrenyl)phosphine